O=C1NC(CC[C@@H]1N1C(C2=C3C(C(=CC=C13)CC=1C=NN(C1)C1CCN(CC1)C(=O)OC(C)(C)C)=CC=C2)=O)=O tert-butyl 4-[4-[[1-[(3S)-2,6-dioxo-3-piperidyl]-2-oxo-benzo[cd]indol-6-yl] methyl] pyrazol-1-yl]piperidine-1-carboxylate